C\C(=C/CC)\CCCCCC (+-)-(E)-4-methyl-3-decen